CNC(O[C@@H]1CC[C@H](CC1)C(N(C[C@@H]1CC[C@H](CC1)C1=NC(=C(C=C1)OC)C)C1=CC(=CC=C1)C=1N=C(OC1)C1CC1)=O)=O trans-4-((3-(2-Cyclopropyloxazol-4-yl)-phenyl)((trans-4-(5-methoxy-6-methyl-pyridin-2-yl)cyclohexyl)methyl)carbamoyl)cyclohexyl methylcarbamate